C=C/C=C(\\C(=O)O)/[O-] The molecule is a 2-hydroxypenta-2,4-dienoate in which the double bond between positions 2 and 3 has E- (cis-) geometry. It is a 2-hydroxypenta-2,4-dienoate and a 2-hydroxy fatty acid anion. It is a conjugate base of a cis-2-hydroxypenta-2,4-dienoic acid.